O=C1N([C@@H]2CC[C@@H](N1C2)C(=O)N)OS(=O)(=O)O |r| racemic-trans-7-oxo-6-(sulfooxy)-1,6-diazabicyclo[3.2.1]octane-2-carboxamide